(5S*)-2-(2,4-difluorophenyl)-N-[(3S)-9-fluoro-2-oxo-5-phenyl-1,3-dihydro-1,4-benzodiazepin-3-yl]-5-methyl-5,6,7,8-tetrahydropyrazolo[5,1-b][1,3]oxazepine-3-carboxamide FC1=C(C=CC(=C1)F)C1=NN2C(O[C@H](CCC2)C)=C1C(=O)N[C@@H]1C(NC2=C(C(=N1)C1=CC=CC=C1)C=CC=C2F)=O |o1:13|